C[C@@H]1COC2=CN=CC(C3=NNC=4C=CC(O[C@H](CCO1)C)=CC34)=N2 (9R,13S)-9,13-dimethyl-7,10,14-trioxa-4,19,20,23-tetraazatetracyclo[13.5.2.12,6.018,21]tricosa-1(20),2(23),3,5,15(22),16,18(21)-heptaene